(E)-2-(benzothiazol-2-yl)-6-(2-(3-(dicyanomethylene)-5,5-dimethylcyclohex-1-en-1-yl) vinyl)-4-methylphenyl 2,4-dinitrobenzenesulfonate [N+](=O)([O-])C1=C(C=CC(=C1)[N+](=O)[O-])S(=O)(=O)OC1=C(C=C(C=C1\C=C\C1=CC(CC(C1)(C)C)=C(C#N)C#N)C)C=1SC2=C(N1)C=CC=C2